FC1=C2C=CN(C2=C(C=C1)C(=O)NC1CC2(C1)CC(C2)C(NS(=O)(=O)C)=O)CC2=CC=C(C=C2)OC(F)(F)F 4-fluoro-N-(6-((methylsulfonyl)carbamoyl)spiro[3.3]heptane-2-yl)-1-(4-(trifluoromethoxy)benzyl)-1H-indole-7-carboxamide